(3-butyl-4,5-dihydronaphtho[1,2-c]isoxazol-7-yl)acrylamide C(CCC)C1=C2C(=NO1)C1=CC=C(C=C1CC2)C(C(=O)N)=C